C1(CC1)C=1C=CC=2N(C1)C=C(N2)CNC2=CC(=NC=N2)NC(CC2=C(C(=CC=C2N=C(C2=CC=CC=C2)C2=CC=CC=C2)OC)F)=O N-(6-(((6-cyclopropylimidazo[1,2-a]pyridin-2-yl)methyl)amino)pyrimidin-4-yl)-2-(6-((diphenylmethylene)amino)-2-fluoro-3-methoxyphenyl)acetamide